C1OC2=CC=NC=C2O1 4-methylenedioxypyridine